C(C1=CC=CC=C1)OC(=O)N1C(CC(CC1)CN[C@H]1[C@@H](C1)C=1SC=CN1)F fluoro-4-(((trans-2-(thiazol-2-yl)cyclopropyl)amino)methyl)piperidine-1-carboxylic acid benzyl ester